N-[(2S,3R)-2-[(3-chlorophenyl)methyl]-4,4-difluoro-1-(2-methylpropanoyl)pyrrolidin-3-yl]methanesulfonamide ClC=1C=C(C=CC1)C[C@@H]1N(CC([C@@H]1NS(=O)(=O)C)(F)F)C(C(C)C)=O